C1N(CC12OCCC2)C=O (5-oxa-2-azaspiro[3.4]octan-2-yl)methanone